water oxygen nitrogen [N].[O].O